C(C)OCCOCCOCCOC(CC#N)=O.N1=C(NCC1)C=1C=C(C=C(C1)NC(=O)NC1=CC(=CC(=C1)OC)C=1NCCN1)OC N-[5-(4,5-dihydro-3H-imidazol-2-yl)-3-methoxyphenyl]-1-{[3-(4,5-dihydro-1H-imidazol-2-yl)-5-methoxyphenyl]amino}methanamide ethoxyethoxyethoxyethyl-cyanoacetate